FC(C(=O)[O-])=C alpha-fluoroacrylate